11,11-dimethylbenzo[b]fluorene CC1(C=2C=CC=CC2C=2C=C3C(=CC12)C=CC=C3)C